[Si](C)(C)(C(C)(C)C)OC=1C=CC(=NC1)NC(NCC1=CC=C(C=C1)Cl)=O 3-[5-[(tert-butyldimethylsilyl)oxy]pyridin-2-yl]-1-[(4-chlorophenyl)methyl]urea